C(CCCCCCCC)(=O)OC(CSCCCCCCC)CCCCCC(CCCCCC(CSCCCCCCC)OC(CCCCCCCC)=O)NCCCCO[Si](C1=CC=CC=C1)(C1=CC=CC=C1)C(C)(C)C 8-((4-((tert-Butyldiphenylsilyl)oxy)butyl)amino)-1,15-bis(heptylthio)pentadecane-2,14-diyl dinonanoate